C1(CC1)C1=NC(=CC(=C1)C(=O)N1CC2=C(C1)C=C(S2)C(=O)N2CCC(CC2)S(=O)(=O)N)OCC2CCOCC2 1-[5-[2-cyclopropyl-6-(oxan-4-ylmethoxy)pyridine-4-carbonyl]-4,6-dihydrothieno[2,3-c]pyrrole-2-carbonyl]piperidine-4-sulfonamide